1-[4-[4-(dimethoxymethyl)-1-piperidinyl]phenyl]-2-phenyl-tetrahydronaphthalen-6-ol COC(C1CCN(CC1)C1=CC=C(C=C1)C1C(CCC2=CC(=CC=C12)O)C1=CC=CC=C1)OC